1-(Cyclobutyl-methyl)-8-dimethylamino-8-(4-hydroxyphenyl)-3-[(4-methoxyphenyl)-methyl]-1,3-diazaspiro[4.5]decan-2-one C1(CCC1)CN1C(N(CC12CCC(CC2)(C2=CC=C(C=C2)O)N(C)C)CC2=CC=C(C=C2)OC)=O